COC1=C(C=CC(=C1)C(F)(F)F)C1=C2C(=C(N=N1)N[C@H]1[C@@H](CCCC1)O)SC=C2 (1R,2R)-2-({4-[2-methoxy-4-(trifluoromethyl)phenyl]thieno[2,3-d]pyridazin-7-yl}amino)cyclohexan-1-ol